O=S1(C2=C(CC1)C=CC(=C2)CN2C(NC1=C2C=CC=C1)=O)=O 1-((1,1-dioxido-2,3-dihydrobenzo[b]thiophen-6-yl)methyl)-1,3-dihydro-2H-benzo[d]imidazol-2-one